ClC=1C(=C(C=CC1)/C(/C(C)(C)NC(OC(C)(C)C)=O)=N/O)F tert-butyl (Z)-(1-(3-chloro-2-fluorophenyl)-1-(hydroxyimino)-2-methylpropan-2-yl)carbamate